(±)-4-(5-(3-(1H-pyrazol-1-yl)propyl)-3-(2-((2R)-2-hydroxy-7-azabicyclo[2.2.1]heptan-7-yl)acetyl)-2-methyl-1H-pyrrol-1-yl)benzonitrile N1(N=CC=C1)CCCC1=CC(=C(N1C1=CC=C(C#N)C=C1)C)C(CN1C2[C@@H](CC1CC2)O)=O